3,5-dichloro-4-formylphenyl trifluoromethanesulfonate FC(S(=O)(=O)OC1=CC(=C(C(=C1)Cl)C=O)Cl)(F)F